tert-butyl (R)-2-((1-benzyl-2'-(2-ethoxyphenyl)-6'H-spiro[piperidine-4,5'-[1,7]naphthyridin]-7'(8'H)-yl)methyl)pyrrolidine-1-carboxylate C(C1=CC=CC=C1)N1CCC2(C=3C=CC(=NC3CN(C2)C[C@@H]2N(CCC2)C(=O)OC(C)(C)C)C2=C(C=CC=C2)OCC)CC1